FC=1C=C(C=C2NC(N=C2)=NO)C=C(C1O)F 3,5-difluoro-4-hydroxybenzylideneimidazolone-2-oxime